NC1C[C@H](N(C[C@@H]1C)C(=O)OC(C)(C)C)C tert-butyl (2R,5S)-4-amino-2,5-dimethylpiperidine-1-carboxylate